1-octyl-4-methylpyrrolidinium C(CCCCCCC)[NH+]1CCC(C1)C